FC1=C(C=CC=C1B1OC(C(O1)(C)C)(C)C)C=1C=NN(C1)[C@H](CC)C1=CC=C(C=C1)F |r| racemic-4-(2-fluoro-3-(4,4,5,5-tetramethyl-1,3,2-dioxaborolan-2-yl)phenyl)-1-(1-(4-fluorophenyl)propyl)-1H-pyrazole